(S)-4-((R)-10-Acryloyl-2-fluoro-14-oxo-8,8a,9,10,11,12-hexahydro-7H,14H-pyrazino[1',2':5,6][1,5]diazocino[3,2,1-hi]indol-3-yl)-2-amino-7-fluorobenzo[b]thiophene-3-carbonitrile C(C=C)(=O)N1C[C@@H]2N(C(C=3C=C(C(=C4C=CN(C34)CC2)C2=CC=C(C=3SC(=C(C32)C#N)N)F)F)=O)CC1